C1(C=2C(C(N1C(C(=O)O)CCCCCC)=O)=CC=CC2)=O (phthalimido)caprylic acid